BrC1=CC(=CC=2C=COC21)C2(NC(=CC(=N2)NC)C)N 2-(7-bromobenzofuran-5-yl)-N4,6-dimethyl-pyrimidine-2,4-diamine